(S)-2-(1-cyclopropyl-3-methyl-4-oxo-1,4-dihydro-5H-pyrazolo[3,4-d]pyridazin-5-yl)-N-(1-(4-(trifluoromethoxy)phenyl)ethyl)acetamide C1(CC1)N1N=C(C2=C1C=NN(C2=O)CC(=O)N[C@@H](C)C2=CC=C(C=C2)OC(F)(F)F)C